OCCOCCOCCOCCNC(OC(C)(C)C)=O tert-butyl N-(2-{2-[2-(2-hydroxyethoxy)ethoxy]ethoxy}ethyl)carbamate